2-(4,6-bis(2,4-dimethylphenyl)-1,3,5-triazin-2-yl)-5-((6-methylheptyl)oxy)phenol CC1=C(C=CC(=C1)C)C1=NC(=NC(=N1)C1=C(C=C(C=C1)C)C)C1=C(C=C(C=C1)OCCCCCC(C)C)O